N-((R)-1-cyclopropylethyl)-3-((2S)-2-hydroxy-3-(8-(naphthalen-2-ylsulfonyl)-1-oxa-8-azaspiro[4.5]dec-3-ylamino)propoxy)benzenesulfonamide C1(CC1)[C@@H](C)NS(=O)(=O)C1=CC(=CC=C1)OC[C@H](CNC1COC2(C1)CCN(CC2)S(=O)(=O)C2=CC1=CC=CC=C1C=C2)O